8-(3,5-di-tert-butylphenyl)-6-methyl-1,2,3,5-tetrahydro-s-indacene C(C)(C)(C)C=1C=C(C=C(C1)C(C)(C)C)C=1C=2C=C(CC2C=C2CCCC12)C